7-isopropyloxy-4-oxo-1,4-dihydroquinoline-3-carboxylic acid C(C)(C)OC1=CC=C2C(C(=CNC2=C1)C(=O)O)=O